C(CCCC)NC(C(\C=C\C1=CC=CC=C1)(F)F)=O (E)-N-pentyl-4-phenyl-2,2-difluoro-3-butenamide